5-Chlorohexahydro-1H-furo[3,4-c]pyrrole ClN1CC2C(C1)COC2